C(=O)(C=1N=NNC1)C=1N=NNC1 carbonyl-bistriazole